N-((1S,4S)-4-((3,5-bis(trifluoromethyl)phenyl)amino)cyclohexyl)-4-methoxybenzamide FC(C=1C=C(C=C(C1)C(F)(F)F)NC1CCC(CC1)NC(C1=CC=C(C=C1)OC)=O)(F)F